C(C1=CC=CC=C1)N1CCC(CC1)CCNC(=O)N1[C@@H](CN(CC1)C1=CC(=C(C(=C1)F)F)F)C (2R)-N-[2-(1-benzylpiperidin-4-yl)ethyl]-2-methyl-4-(3,4,5-trifluorophenyl)piperazine-1-carboxamide